4-(2-(difluoromethoxy)-6-fluorophenyl)-N-(5-((5-(2-methoxypropan-2-yl)pyridin-2-yl)methoxy)-1,3,4-thiadiazol-2-yl)-6-methylpyridine-3-carboxamide FC(OC1=C(C(=CC=C1)F)C1=C(C=NC(=C1)C)C(=O)NC=1SC(=NN1)OCC1=NC=C(C=C1)C(C)(C)OC)F